NC1=C(C(=NN1C(C)C)C1=CC=C(C=C1)CC(NC1=CC(=NO1)C12CCC(CC1)(C2)C(F)(F)F)=O)C(=O)N 5-Amino-1-isopropyl-3-(4-(2-oxo-2-((3-(4-(trifluoromethyl)bicyclo[2.2.1]heptan-1-yl)isoxazol-5-yl)amino)ethyl)phenyl)-1H-pyrazole-4-carboxamide